C(C)OC(=O)C=1C=C(N2CCCC12)C(C(N[C@@H](C(F)(F)F)C)=O)=O (R)-5-(2-oxo-2-((1,1,1-trifluoropropan-2-yl)amino)acetyl)-2,3-dihydro-1H-pyrrolizine-7-carboxylic acid ethyl ester